[Pd].CC1=C(C=C(C=C1)C)P (2,5-dimethylphenyl-phosphine) palladium